1-(5-(methylamino)nicotinyl)pyrrolidine-2-carbonitrile CNC=1C=NC=C(CN2C(CCC2)C#N)C1